(S)-7-bromo-3'-(3-(difluoromethoxy)-5-(trifluoromethyl)pyridin-2-yl)-8-fluorospiro[chroman-4,4'-oxazolidin]-2'-one BrC1=CC=C2C(=C1F)OCC[C@]21N(C(OC1)=O)C1=NC=C(C=C1OC(F)F)C(F)(F)F